ClC1=NC(=C2C(=N1)N(N=C2)[C@H]2[C@@H]([C@@H]([C@H](O2)CO[C@](CC=2N=NNN2)(C)P(O)(O)=O)O)O)NC2CCCC2 ((R)-2-(((2R,3S,4R,5R)-5-(6-chloro-4-(cyclopentylamino)-1H-pyrazolo[3,4-d]pyrimidin-1-yl)-3,4-dihydroxytetrahydrofuran-2-yl)methoxy)-1-(2H-tetrazol-5-yl)propan-2-yl)phosphonic acid